N-[(3S,4S)-1-methyl-3-methyl-4-piperidyl]-6-{3-[6-(tert-butyl)nicotinoylamino]-1-propynyl}-1-(2,2,2-trifluoroethyl)-1H-1,3-benzimidazole-4-carboxamide CN1C[C@@H]([C@H](CC1)NC(=O)C1=CC(=CC=2N(C=NC21)CC(F)(F)F)C#CCNC(C2=CN=C(C=C2)C(C)(C)C)=O)C